3-fluorophenanthridine FC=1C=CC2=C3C=CC=CC3=CN=C2C1